1-(4-bromo-2-methyl-6-nitrophenyl)ethanone BrC1=CC(=C(C(=C1)[N+](=O)[O-])C(C)=O)C